CC1(C2CC(C(C1)C2)(C)C)SC[C@H](N)C(=O)O S-(2,5,5-trimethylbicyclo[2.2.1]heptan-2-yl)cysteine